4-[[2-[5-hydroxy-4-(1-hydroxy-1-methyl-ethyl)-2-methyl-phenyl]acetyl]amino]-N-[1-(trifluoromethyl)cyclopropyl]pyridine-2-carboxamide OC=1C(=CC(=C(C1)CC(=O)NC1=CC(=NC=C1)C(=O)NC1(CC1)C(F)(F)F)C)C(C)(C)O